ClCCN1C(NC2=C1C=CC(=C2)C)=S 1-(2-chloroethyl)-5-methyl-1,3-dihydro-2H-benzo[d]imidazole-2-thione